N1C=C(C2=CC=CC=C12)C1CCN2C1=CC=1C=C(C(=CC21)OC)OC 1-(1H-indol-3-yl)-6,7-dimethoxy-2,3-dihydro-1H-pyrrolo[1,2-a]indole